3-iodo-1-methyl-6-nitroquinolin-4(1H)-one IC1=CN(C2=CC=C(C=C2C1=O)[N+](=O)[O-])C